2-bromo-1-(2-methylthiazol-4-yl)ethan-1-one BrCC(=O)C=1N=C(SC1)C